6-bromo-5-fluoro-1H-indene BrC1=C(C=C2C=CCC2=C1)F